4-[4-[[(3S,4S)-4-amino-tetrahydro-2H-pyran-3-yl]methylamino]-5-chloro-6-oxopyridazin-1(6H)-yl]-N-phenylpiperidine-1-sulfonamide N[C@@H]1[C@@H](COCC1)CNC=1C=NN(C(C1Cl)=O)C1CCN(CC1)S(=O)(=O)NC1=CC=CC=C1